N-octadecyl-N-tetradecyl-tolylammonium tetrakis(perfluoronaphthalen-2-yl)borate FC1=C(C(=C(C2=C(C(=C(C(=C12)F)F)F)F)F)F)[B-](C1=C(C2=C(C(=C(C(=C2C(=C1F)F)F)F)F)F)F)(C1=C(C2=C(C(=C(C(=C2C(=C1F)F)F)F)F)F)F)C1=C(C2=C(C(=C(C(=C2C(=C1F)F)F)F)F)F)F.C(CCCCCCCCCCCCCCCCC)[NH+](CCCCCCCCCCCCCC)C1=C(C=CC=C1)C